ClC1=CC=C(OC2OCCCC2)C=C1 2-(4-chlorophenoxy)tetrahydropyran